COCOC1=C(C=O)C(=CC=C1)OCOC 2,6-bis(methoxymethoxy)benzaldehyde